C1(=CC=CC=C1)CC(=NO)N1N=CC2=NC=CC=C21 phenyl[pyrazolo[4,3-b]pyridin-1-yl]ethanone oxime